2-phenyl-4-pyrimidinyl-2,1-borazine C1(=CC=CC=C1)B1NC=CC(=C1)C1=NC=CC=N1